C(C)(C)(C)OC(=O)NC(C(=O)OC)C=1N=CNC1 methyl [(tert-butoxycarbonyl)amino](1H-imidazol-4-yl)acetate